4-[[(2R,3R,4R,5S)-3-[2-(Cyclobutoxy)-3,4-difluorophenyl]-4,5-dimethyl-5-(trifluoromethyl)tetrahydrofuran-2-carbonyl]amino]pyridin-2-carboxamid C1(CCC1)OC1=C(C=CC(=C1F)F)[C@@H]1[C@@H](O[C@@]([C@@H]1C)(C(F)(F)F)C)C(=O)NC1=CC(=NC=C1)C(=O)N